O=C1N(C=NC=2CC[C@@H]([C@@H](C12)CC=1C(=C(C=CC1)C1=C(C(=CC=C1)F)F)F)NS(=O)(=O)C1CC1)C(C)C N-{(5R,6S)-4-oxo-3-(propan-2-yl)-5-[(2,2',3'-trifluoro[1,1'-biphenyl]-3-yl)methyl]-3,4,5,6,7,8-hexahydroquinazolin-6-yl}cyclopropanesulfonamide